C(C)OC(=O)[C@H]1[C@@H](CC=CC1)C(=O)OCC trans-4-cyclohexene-1,2-dicarboxylic acid diethyl ester